CCCCCCC=CCCCCC tridec-7-ene